7,7-difluoro-5-phenyl-5,6-dihydropyrrolo[1,2-b][1,2,4]triazole-2-carboxylic acid FC1(CC(N2N=C(N=C21)C(=O)O)C2=CC=CC=C2)F